(S)-N-(1-(5-(trifluoromethyl)pyridin-2-yl)ethyl)-2-(1,3,4-trimethyl-7-oxo-1,7-dihydro-6H-pyrazolo[3,4-d]pyridazin-6-yl)acetamide benzyl-1,4-dioxa-7-azaspiro[4.4]nonane-8-carboxylate C(C1=CC=CC=C1)OC(=O)C1NCC2(OCCO2)C1.FC(C=1C=CC(=NC1)[C@H](C)NC(CN1N=C(C2=C(C1=O)N(N=C2C)C)C)=O)(F)F